N(=C=O)CCC[Si](OC)(OC)OC (γ-isocyanatopropyl)trimethoxysilane